2-(1-(hydroxymethyl)-1H-pyrrol-3-yl)-5-methyl-3-phenyl-6-(quinolin-6-yl)pyrazolo[1,5-a]-pyrimidin-7(4H)-one OCN1C=C(C=C1)C1=NN2C(NC(=C(C2=O)C=2C=C3C=CC=NC3=CC2)C)=C1C1=CC=CC=C1